3-(1-((2,5-bis(trifluoromethyl)pyrazolo[1,5-a]pyrimidin-7-yl)amino)-2-(4-fluorophenyl)propan-2-yl)-N-cyanoazetidine-1-carboximidamide FC(C1=NN2C(N=C(C=C2NCC(C)(C2=CC=C(C=C2)F)C2CN(C2)C(NC#N)=N)C(F)(F)F)=C1)(F)F